ethyl (S)-6-(2,6-difluorophenyl)-4-methyl-7,9,10,11-tetrahydro-4H-imidazo[1,2-a]oxepino[3',4':4,5]thieno[3,2-f][1,4]diazepine-2-carboxylate FC1=C(C(=CC=C1)F)C1=N[C@H](C=2N(C3=C1C1=C(S3)CCCOC1)C=C(N2)C(=O)OCC)C